4-(4-(benzo[d]thiazol-2-ylcarbamoyl)-3-fluorobenzylidene)-N-phenylpiperidine-1-carboxamide S1C(=NC2=C1C=CC=C2)NC(=O)C2=C(C=C(C=C1CCN(CC1)C(=O)NC1=CC=CC=C1)C=C2)F